ClC1=C(C(=CC2=C1NC(=N2)C(F)(F)F)F)N2C(NC=CC2=O)=O 3-[7-chloro-5-fluoro-2-(trifluoromethyl)-1H-benzoimidazol-6-yl]-1H-pyrimidine-2,4-dione